3,7-dichloropyrazolo[1,5-a]pyrimidine ClC=1C=NN2C1N=CC=C2Cl